[Zr].C1=CC=CC=2C3=CC=CC=C3N(C12)C=1C(=C(C=C(C1)C)N(C1=C(C=CC=C1)C=1C(=C(C=C(C1)C)N1C2=CC=CC=C2C=2C=CC=CC12)O)CCOC)O [2'-((3-(9H-carbazol-9-yl)-2-hydroxy-5-methylphenyl)(2-methoxyethyl)amino)-3-(9H-carbazol-9-yl)-5-methyl-[1,1'-biphenyl]-2-ol] zirconium